7-chloro-5-{[(oxan-4-yl)amino]methyl}-1-(2,2,2-trifluoroethyl)-1H-indol ClC=1C=C(C=C2C=CN(C12)CC(F)(F)F)CNC1CCOCC1